C1=CC=CC=2C3=CC=CC=C3C(=CC12)C1=NC=CC=C1N 2-(phenanthren-9-yl)-3-aminopyridine